(6S)-6-phenyl-2,3,5,6-tetrahydroimidazo[2,1-b][1,3]thiazole hydrochloride Cl.C1(=CC=CC=C1)[C@@H]1N=C2SCCN2C1